5-amino-8-(1-methyl-6-oxo-1,6-dihydropyridin-3-yl)-2-(((3-methylpyridin-2-yl)methoxy)-[1,2,4]triazolo[1,5-c]pyrimidin-7-yl)benzonitrile NC=1C=CC(=C(C#N)C1)C1=C(C=2N(C=N1)N=C(N2)OCC2=NC=CC=C2C)C2=CN(C(C=C2)=O)C